ClC1=C(C=C(C=C1)F)C(C)N 1-(2-chloro-5-fluorophenyl)ethylamine